ClCC(=O)N1CC(C2=NC(=C(C=C21)CC2=CC=C(C=C2)F)C=O)(C)C 1-(2-chloroacetyl)-6-(4-fluorobenzyl)-3,3-dimethyl-2,3-dihydro-1H-pyrrolo[3,2-b]pyridine-5-carbaldehyde